sodium 1-oleoyl-sn-glycerol 3-phosphate P(=O)([O-])([O-])OC[C@@H](COC(CCCCCCC\C=C/CCCCCCCC)=O)O.[Na+].[Na+]